FC1=C(C(=CC=C1)C)N1CCN(CC1)C1=CC2=C(N=C(N=C2)C)N(C1=O)CC1=NC=CC=C1C(F)(F)F 6-(4-(2-fluoro-6-methylphenyl)piperazin-1-yl)-2-methyl-8-((3-(trifluoromethyl)pyridin-2-yl)methyl)pyrido[2,3-d]pyrimidin-7(8H)-one